NC=1C2=C(N=CN1)N(C(=C2C2=CC(=C(C=C2)OC2=NN(C=C2)C)OC)C2=CC=C(C=C2)NC(C(=C)C)=O)C N-(4-(4-amino-5-(3-methoxy-4-((1-methyl-1H-pyrazol-3-yl)oxy)phenyl)-7-methyl-7H-pyrrolo[2,3-d]pyrimidin-6-yl)phenyl)methacrylamide